N3-(2,6-dimethylphenyl)-1-methyl-N6-(4-(1,2,3,6-tetrahydropyridin-4-yl)phenyl)-1H-pyrazolo[3,4-d]pyrimidine-3,6-diamine CC1=C(C(=CC=C1)C)NC1=NN(C2=NC(=NC=C21)NC2=CC=C(C=C2)C=2CCNCC2)C